CC(C)C1=CC=C(C=C1)CCC1CCCN2C1=NS(CC2)(=O)=O 9-{2-[4-(1-methylethyl)phenyl]ethyl}-3,4,6,7,8,9-hexahydropyrido[2,1-c][1,2,4]thiadiazine 2,2-dioxide